((2-ethyl-6-methoxy-1,2,3,4-tetrahydroisoquinolin-7-yl)amino)-5-((3-(hydroxymethyl)pyridin-2-yl)amino)-1,2,4-triazine-6-carboxamide C(C)N1CC2=CC(=C(C=C2CC1)OC)NC=1N=NC(=C(N1)NC1=NC=CC=C1CO)C(=O)N